ClCC1=NC(=NO1)C1C2CN(CC12)C1=CC=C(C=C1)Cl 5-(chloromethyl)-3-(3-(4-chlorophenyl)-3-azabicyclo[3.1.0]hexane-6-yl)-1,2,4-oxadiazole